BrC=1N(C2=NC=NC(=C2N1)N)C1=CC(=C(C=C1)OC)Cl 8-bromo-9-(3-chloro-4-methoxyphenyl)-9H-purin-6-amine